CN(CCN(CCN(CCN(C)C)C)C)C 1,1,4,7,10,10-hexamethyltriethylene-tetramine